C(C)(C)C1=C2C=C(N=CC2=C(N=C1)N1[C@@H](CC1)C)NC1=NC(=NC=C1)N1C[C@@H]([C@@H](CC1)OC)OCCO 2-(((3S,4R)-1-(4-((5-isopropyl-8-((R)-2-methylazetidin-1-yl)-2,7-naphthyridin-3-yl)amino)pyrimidin-2-yl)-4-methoxypiperidin-3-yl)oxy)ethan-1-ol